3-methyl-1,2-oxathiane 2,2-dioxide CC1S(OCCC1)(=O)=O